BrC1=CC=CC=2N(C(N(C21)CC)=O)C2C(N(C(CC2)=O)CC2=CC=C(C=C2)OC)=O 3-(4-Bromo-3-ethyl-2-oxo-benzimidazol-1-yl)-1-[(4-methoxyphenyl)methyl]piperidine-2,6-dione